4-((7-ethyl-8-oxo-9-(tetrahydro-2H-pyran-4-yl)-8,9-dihydro-7H-purine-2-yl)amino)-2-fluoro-5-methylbenzonitrile C(C)N1C(N(C2=NC(=NC=C12)NC1=CC(=C(C#N)C=C1C)F)C1CCOCC1)=O